methyl 3-((1-(cyanomethyl)cyclopropyl)methyl)-2-((4-(5-fluoro-4-hydroxypyrimidin-2-yl)cyclohex-3-en-1-yl)methyl)-3H-imidazo[4,5-b]pyridine-5-carboxylate C(#N)CC1(CC1)CN1C(=NC=2C1=NC(=CC2)C(=O)OC)CC2CC=C(CC2)C2=NC=C(C(=N2)O)F